C(C=C)(=O)NC=1C=C(C=CC1)NC1=NC(=NC=C1F)NC1=CC=C(OC2=CC(=NC=C2)C(=O)NC)C=C1 4-(4-((4-((3-acrylamidophenyl)amino)-5-fluoropyrimidin-2-yl)amino)phenoxy)-N-methylpyridinoyl-Amine